(R)-3-methyl-4-(5-methyl-7-(1H-pyrazol-5-yl)-4-(tetrahydro-2H-pyran-4-yl)imidazo[1,5-b]pyridazin-2-yl)morpholin C[C@H]1N(CCOC1)C=1C=C(C=2N(N1)C(=NC2C)C2=CC=NN2)C2CCOCC2